N1=NC(=CC2=C1C1=C(CCC2)N=CC=C1)N1N=C(N=C1N)NC=1C=CC2=C(CC[C@H](CC2)NC2CCCC2)C1 1-(6,7-dihydro-5H-pyrido[2',3':6,7]cyclohepta[1,2-c]pyridazin-3-yl)-N3-((7S)-7-(cyclopentylamino)-6,7,8,9-tetrahydro-5H-benzo[7]annulene-2-yl)-1H-1,2,4-triazole-3,5-diamine